5-Imino-L-norvaline N=CCC[C@H](N)C(=O)O